C[C@H]1N([C@H](CN(C1)C1=NC=C(C=N1)S(=O)(=O)C(C)C)C)C(=O)OC1CC2(CN(C2)CC2=CC=CC=C2)C1 2-benzyl-2-azaspiro[3.3]heptan-6-yl (2R,6S)-2,6-dimethyl-4-[5-(propane-2-sulfonyl) pyrimidin-2-yl]piperazine-1-carboxylate